(Z)-13-eicosenoic acid C(CCCCCCCCCCC\C=C/CCCCCC)(=O)O